4-(morpholin-4-ylmethyl)-2-oxo-2H-benzopyran-7-yl trifluoromethanesulfonate FC(S(=O)(=O)OC1=CC2=C(C(=CC(O2)=O)CN2CCOCC2)C=C1)(F)F